ClC1=C(C=C(C=C1)NC(=O)NC=1C=C(C=CC1)C)[N+](=O)[O-] 1-(4-chloro-3-nitrophenyl)-3-(m-tolyl)urea